trans-4-[[4-[2-(2-amino-3-pyridyl)-6-tert-butyl-benzimidazol-1-yl]phenyl]carbamoyl]cyclohexanecarboxylic acid NC1=NC=CC=C1C1=NC2=C(N1C1=CC=C(C=C1)NC(=O)[C@@H]1CC[C@H](CC1)C(=O)O)C=C(C=C2)C(C)(C)C